C(C)(=O)C1=C(C2=C(N=C(N=C2)NC2=NC=C(C=C2)N2CCN(CC2)C2CNC2)N(C1=O)C1CCCC1)C 6-acetyl-2-[[5-[4-(azetidin-3-yl)piperazin-1-yl]-2-pyridinyl]amino]-8-cyclopentyl-5-methylpyrido[2,3-d]pyrimidin-7-one